ClC1=NC=CC(=C1)CC(C(=O)OC)(C)C Methyl 3-(2-chloropyridin-4-yl)-2,2-dimethylpropionate